OC=1[C@H](OC(C1O)=O)[C@H](CO)O R-Vitamin C